C(C)(C)(C)OC(N(C)CCCBr)=O (3-bromopropyl)(methyl)carbamic acid tert-butyl ester